Cl.Cl.ClC1=CC=C(C=C1)C(N1CCN(CC1)CCOCC(=O)O)C1=CC=CC=C1 [2-[4-[(4-Chlorophenyl)phenylmethyl]-1-piperazinyl]ethoxy]acetic acid dihydrochloride